Cl.NC1CCN(CC1)C=1N(C(C(=C(N1)C1=CC=C(C=C1)C#N)C1=CC=C(OCCCCCCC(=O)NO)C=C1)=O)C 7-(4-(2-(4-aminopiperidin-1-yl)-4-(4-cyanophenyl)-1-methyl-6-oxo-1,6-dihydropyrimidin-5-yl)phenoxy)-N-hydroxyheptanamide hydrochloride